2-methoxyethyl 8-((6-(3-fluoro-phenyl)pyridin-3-yl)sulfonyl)-1-(hydroxy-carbamoyl)-3,8-diazabicyclo-[3.2.1]octane-3-carboxylate FC=1C=C(C=CC1)C1=CC=C(C=N1)S(=O)(=O)N1C2(CN(CC1CC2)C(=O)OCCOC)C(NO)=O